BrC1=CC(=NC=C1)N1CCN(CC1)C 1-(4-bromopyridin-2-yl)-4-methylpiperazine